BrC1=CC=CC(=N1)NC(=O)[C@H]1N(C[C@H](C1)OC)C(=O)OC(C)(C)C tert-butyl (2s,4s)-2-((6-bromopyridin-2-yl) carbamoyl)-4-methoxypyrrolidine-1-carboxylate